rac-methyl (7S,8S,9R)-3-chloro-9-hydroxy-10-oxo-7-phenyl-6-(4-(trifluoromethoxy)phenyl)-6,7,8,9-tetrahydro-6,9-methanooxepino[3,2-b]pyridine-8-carboxylate ClC=1C=C2C(=NC1)[C@@]1([C@H]([C@H]([C@](O2)(C1=O)C1=CC=C(C=C1)OC(F)(F)F)C1=CC=CC=C1)C(=O)OC)O |&1:10|